tert-butyl 5''-bromo-1'',2''-dihydrodispiro[cyclopropane-1,1'-cyclohexane-4',3''-indole]-1''-carboxylate BrC=1C=C2C3(CN(C2=CC1)C(=O)OC(C)(C)C)CCC1(CC3)CC1